FC=1C=CC=C2C=C(C=C(C12)OC=1N(C2=NC(=NC(=C2N1)N1CC2CCC(C1)N2C(=O)OC(C)(C)C)OCC21CCCN1CCC2)C)OC2OCCCC2 tert-butyl 3-{8-({8-fluoro-3-[(oxan-2-yl)oxy]naphthalen-1-yl}oxy)-9-methyl-2-[(tetrahydro-1H-pyrrolizin-7a(5H)-yl)methoxy]-9H-purin-6-yl}-3,8-diazabicyclo[3.2.1]octane-8-carboxylate